[C@H]12CC(C[C@H](CC1)N2)N2N=C(C=C2CC(C)C)NC2=C(C(=O)[O-])C=C(C=N2)C=2SC=CC2 2-((1-((1R,3s,5S)-8-azabicyclo[3.2.1]octan-3-yl)-5-isobutyl-1H-pyrazol-3-yl)amino)-5-(thiophen-2-yl)nicotinate